(2R,3R)-2,3-Difluoro-N-(2-(piperidin-1-yl)-4-((4-(trifluoromethyl)benzyl)amino)phenyl)octanamid F[C@H](C(=O)NC1=C(C=C(C=C1)NCC1=CC=C(C=C1)C(F)(F)F)N1CCCCC1)[C@@H](CCCCC)F